4-chloro-N-(2-oxo-2-(4-(5-(trifluoromethyl)-1,2,4-oxadiazol-3-yl)phenyl)ethyl)benzenesulfonamide ClC1=CC=C(C=C1)S(=O)(=O)NCC(C1=CC=C(C=C1)C1=NOC(=N1)C(F)(F)F)=O